2-[4-[8-(aminomethyl)-5-oxo-6H-pyrido[2,3-d]pyridazin-2-yl]-2-methyl-pyrazol-3-yl]benzothiophene-3-carbonitrile NCC1=NNC(C2=C1N=C(C=C2)C2=C(N(N=C2)C)C=2SC1=C(C2C#N)C=CC=C1)=O